N-(5-(pyrrolidin-1-ylmethyl)thiazol-2-yl)benzamide N1(CCCC1)CC1=CN=C(S1)NC(C1=CC=CC=C1)=O